ON(C(C)=O)C N-hydroxy-N-methylacetamide